2-butyloctyl 3-ethyl-12-hexyl-6-(2-hydroxyethyl)-10-oxo-9,11-dioxa-3,6-diaza-heneicosane-21-oate C(C)N(CC)CCN(CCOC(OC(CCCCCCCCC(=O)OCC(CCCCCC)CCCC)CCCCCC)=O)CCO